C(C)(C)(C)OC(=O)N1[C@@H]2CN([C@H](C1)C2)C2=NC(=NC1=C(C(=C(C=C21)I)Br)F)Cl (1s,4s)-5-(7-bromo-2-chloro-8-fluoro-6-iodoquinazolin-4-yl)-2,5-diazabicyclo[2.2.1]heptane-2-carboxylic acid tert-butyl ester